C(CCCCCCCCC=C)(=O)NCCC[N+](C)(C)C undecylenamidopropyl-trimethylammonium